2-(acetylamino)-2-(2-(4-octyl-phenyl)ethyl)propanedioic acid diethyl ester C(C)OC(C(C(=O)OCC)(CCC1=CC=C(C=C1)CCCCCCCC)NC(C)=O)=O